C1(CC1)C1=NN(C=2N=C(NC(C21)=O)CC2=NC=C(C=C2)OC)C(CC)C=2C=NC(=CC2)C(F)(F)F 3-cyclopropyl-6-[(5-methoxypyridin-2-yl)methyl]-1-{1-[6-(trifluoromethyl)pyridin-3-yl]propyl}-1h,4h,5h-pyrazolo[3,4-d]pyrimidin-4-one